N-benzyl-glycine ethyl ester C(C)OC(CNCC1=CC=CC=C1)=O